rac-4-bromo-5-((1R,2S)-2-((E)-2-methoxyvinyl)cyclopropyl)-6-methyl-1-(tetrahydro-2H-pyran-2-yl)-1H-indazole BrC1=C2C=NN(C2=CC(=C1[C@H]1[C@H](C1)\C=C\OC)C)[C@@H]1OCCCC1 |&1:18|